(±)-ethyl (2R,7aS)-2-fluoro-5-oxotetrahydro-1H-pyrrolizine-7a(5H)-carboxylate F[C@@H]1C[C@@]2(CCC(N2C1)=O)C(=O)OCC |r|